CN(C(/C=C/CC[C@@H](C(=O)NC1=CN=CN(C1=O)CC=1N(C2=C(C=C(C=C2C1)F)CCC(F)(F)F)C(=O)OC(C)(C)C)OC(N(C)C)=O)=O)C tert-butyl (S,E)-2-((5-(7-(dimethylamino)-2-((dimethylcarbamoyl)oxy)-7-oxohept-5-enamido)-6-oxopyrimidin-1(6H)-yl)methyl)-5-fluoro-7-(3,3,3-trifluoropropyl)-1H-indole-1-carboxylate